BrC=1C=CC=2N(C1)N=CC2I 6-bromo-3-iodo-pyrazolo[1,5-a]pyridine